[Na].CC1(C(NOC1)=O)C 4,4-dimethyl-1,2-oxazolidine-3-one sodium salt